CN(CC(=O)N1CCC2=CC=C(C=C12)NC1=NC=CC(=N1)NC=1C=NC2=CC=CC=C2C1)C 2-(dimethylamino)-1-{6-[4-(3-quinolylamino)-2-pyrimidinylamino]-1-indolinyl}-1-ethanone